tert-butyl-8-cyano-4-[1-methyl-7-[4-(4-methylpiperazin-1-yl)anilino]-2-oxo-4H-pyrimido[4,5-d]pyrimidin-3-yl]-3,4-dihydro-2H-quinoline C(C)(C)(C)C1NC2=C(C=CC=C2C(C1)N1C(N(C2=NC(=NC=C2C1)NC1=CC=C(C=C1)N1CCN(CC1)C)C)=O)C#N